(R)-5-(1,2-dithiolan-3-yl)pentan-1-amine S1S[C@@H](CC1)CCCCCN